Benzyl ((S)-1-(((S)-1-cyclohexyl-2-((S)-2-(4-(3-hydroxybenzoyl)thiazol-2-yl)pyrrolidin-1-yl)-2-oxoethyl)amino)-1-oxopropan-2-yl)(methyl)carbamate C1(CCCCC1)[C@@H](C(=O)N1[C@@H](CCC1)C=1SC=C(N1)C(C1=CC(=CC=C1)O)=O)NC([C@H](C)N(C(OCC1=CC=CC=C1)=O)C)=O